FC1=C(C=C(C(=C1)O)S(=O)(=O)C)NC(=O)C=1C=NC(=NC1)COC1=CC=C(C=C1)SC(F)(F)F N-(2-fluoro-4-hydroxy-5-(methylsulfonyl)phenyl)-2-((4-((trifluoromethyl)thio)phenoxy)methyl)pyrimidine-5-carboxamide